rac-(1S*,2S*)-N-(4,6-bis((4-methoxybenzyl)oxy)-1,3,5-triazin-2-yl)-2-(4-methylpyrimidin-2-yl)cyclopropane-1-carboxamide COC1=CC=C(COC2=NC(=NC(=N2)OCC2=CC=C(C=C2)OC)NC(=O)[C@@H]2[C@H](C2)C2=NC=CC(=N2)C)C=C1 |r|